4-[(R)-[(2S,5R)-2,5-dimethyl-4-prop-2-enylpiperazin-1-yl]-(3-methoxyphenyl)methyl]-N,N-diethylbenzamide C[C@@H]1N(C[C@H](N(C1)CC=C)C)[C@H](C1=CC=C(C(=O)N(CC)CC)C=C1)C1=CC(=CC=C1)OC